N-(3-Acetamido-4-methylphenyl)-3-(6-aminopyridin-3-yl)-1-isopropyl-1H-indazole-5-carboxamide C(C)(=O)NC=1C=C(C=CC1C)NC(=O)C=1C=C2C(=NN(C2=CC1)C(C)C)C=1C=NC(=CC1)N